NC=1C=2N(C=CN1)C(=C(C2C2=CC=C(C=C2)OC2=NC=CC=N2)C2=CCC1(CCN(CC1)C(C=C)=O)CC2)C 1-(9-(1-amino-6-methyl-8-(4-(pyrimidin-2-yloxy)phenyl)pyrrolo[1,2-a]pyrazin-7-yl)-3-azaspiro[5.5]undec-8-en-3-yl)prop-2-en-1-one